C1(CCC1)N1C2=NC(=NC(=C2N=C1)N[C@H]1[C@@H](C1)C1=CC(=C(C=C1)F)F)SCCC 9-cyclobutyl-N-((1R,2S)-2-(3,4-difluorophenyl)cyclopropyl)-2-(propylsulfanyl)-9H-purin-6-amine